(1-fluorocyclopropyl)(9-(5-methoxy-2-(1-methyl-1H-pyrazol-4-yl)-4-nitrophenyl)-3,9-diazaspiro[5.5]undecan-3-yl)methanone FC1(CC1)C(=O)N1CCC2(CC1)CCN(CC2)C2=C(C=C(C(=C2)OC)[N+](=O)[O-])C=2C=NN(C2)C